N'-((2-cyanopyridin-4-yl)(imino)methyl)isonicotinic acid hydrazide C(#N)C1=NC=CC(=C1)C(NNC(C1=CC=NC=C1)=O)=N